COC1=CC=C(C=C1)C(CCO)(C)O 3-(4-methoxyphenyl)-1,3-butanediol